Nonoxyphosphine C(CCCCCCCC)OP